Cl.FC=1C=C2C(=NN(C2=CC1)S(=O)(=O)CC1=CC=CC=C1)C1CCNCC1 5-fluoro-3-(piperidin-4-yl)-1-toluenesulfonyl-1H-indazole hydrochloride